3-(4-(4-chlorophenoxy)phenyl)-3-oxopropanamide ClC1=CC=C(OC2=CC=C(C=C2)C(CC(=O)N)=O)C=C1